C(C)(C)(C)OC(=O)N1CC2(CCC2)CC1CO 7-(hydroxymethyl)-6-azaspiro[3.4]octane-6-carboxylic acid tert-butyl ester